BrC=1C=CC(=C(OC(C(=O)OC)(F)F)C1)F methyl 2-(5-bromo-2-fluorophenoxy)-2,2-difluoroacetate